FC(C[C@H](C(=O)NC1=NC=CC(=C1)C1=C(C=2N=CN=C(C2N1)OCC(F)(F)F)C1=NC=CC=C1)C1=CC=C(C=C1)F)(F)F (2S)-4,4,4-Trifluoro-2-(4-fluorophenyl)-N-{4-[7-(pyridin-2-yl)-4-(2,2,2-trifluoroethoxy)-5H-pyrrolo[3,2-d]pyrimidin-6-yl]pyridin-2-yl}butanamid